Tert-Butyl 4-(2-Amino-3-((3-Fluorobenzyl)Amino)Phenyl)Piperazine-1-Carboxylate NC1=C(C=CC=C1NCC1=CC(=CC=C1)F)N1CCN(CC1)C(=O)OC(C)(C)C